4-((tert-butoxycarbonyl)amino)-2-methylpentanoate C(C)(C)(C)OC(=O)NC(CC(C(=O)[O-])C)C